ClC1=CC=C2C=C(C=NC2=C1C(=O)O)CC 7-chloro-3-ethylquinoline-8-formic acid